N1C=NC2=C1C=CC(=C2)N2C(C([C@H]2C2=C(C=C(C=C2F)OCCC(F)F)F)=C)=O (S)-1-(1H-benzo[d]imidazol-5-yl)-4-(4-(3,3-difluoropropoxy)-2,6-difluorophenyl)-3-methyleneazetidin-2-one